methyl (S)-2-amino-3-((R)-2-oxopyrrolidin-3-yl)propanoate N[C@H](C(=O)OC)C[C@@H]1C(NCC1)=O